N-(2-Fluoro-5-((6-(5-methylisoxazol-4-yl)-1-oxoisoquinolin-2(1H)-yl)methyl)phenyl)acetamide FC1=C(C=C(C=C1)CN1C(C2=CC=C(C=C2C=C1)C=1C=NOC1C)=O)NC(C)=O